(3'R)-4'-(4-methoxybenzyl)-3'-methyl-4',5'-dihydro-3'H-spiro[cyclopropane-1,2'-pyrido[2,3-f][1,4]oxazepin]-7'-ol COC1=CC=C(CN2[C@@H](C3(OC4=C(C2)N=C(C=C4)O)CC3)C)C=C1